hexahydro-2H-thieno[2,3-c]pyrrole-1,1-dioxide S1(CCC2C1CNC2)(=O)=O